C(C)(C)S(=O)(=O)N1CCN(CC1)[C@H](C(=O)OC)C methyl (s)-2-(4-(isopropylsulfonyl)piperazin-1-yl)propanoate